ONC(CCC(=O)N)=O N-hydroxy-butanediamide